1-((3R,5S)-3-(3-(2-aminopyrimidin-4-yl)-5-chlorophenyl)-5-(difluoromethyl)morpholino)prop-2-en-1-one NC1=NC=CC(=N1)C=1C=C(C=C(C1)Cl)[C@@H]1COC[C@H](N1C(C=C)=O)C(F)F